(S)-3-amino-2-methyl-4-(4-(4-(1-(pent-3-yl)-1H-pyrazol-4-yl)pyrazolo[1,5-a]pyrazin-6-yl)-1H-pyrazol-1-yl)butan-2-ol N[C@H](C(C)(O)C)CN1N=CC(=C1)C=1N=C(C=2N(C1)N=CC2)C=2C=NN(C2)C(CC)CC